BrC1=C2C(=CC(=C1)O2)CCC 2-bromo-6-n-propyl-1,4-phenylene ether